(3-(pyridin-3-ylmethyl)-1,2,3-oxadiazol-3-ium-5-yl)((3-(trifluoromethyl)phenyl)carbamoyl)amide N1=CC(=CC=C1)C[N+]1=NOC(=C1)[N-]C(NC1=CC(=CC=C1)C(F)(F)F)=O